2-METHOXYPHENYLGLYOXAL COC1=C(C=CC=C1)C(=O)C=O